6-[(5R)-5-(2-aminoethyl)-2-oxo-oxazolidin-3-yl]-4-(2-trimethylsilylethoxymethyl)pyrazino[2,3-b][1,4]oxazin-3-one NCC[C@@H]1CN(C(O1)=O)C1=NC2=C(OCC(N2COCC[Si](C)(C)C)=O)N=C1